N-(1H-indol-3-yl)-6-phenylisoquinoline-2(1H)-carboxamide N1C=C(C2=CC=CC=C12)NC(=O)N1CC2=CC=C(C=C2C=C1)C1=CC=CC=C1